6-(3,5-dichloro-4-((2'-oxospiro[cyclobutane-1,3'-indoline]-5'-yl)oxy)phenyl)-2-methyl-1,2,4-triazine-3,5(2h,4h)-dione ClC=1C=C(C=C(C1OC=1C=C2C3(C(NC2=CC1)=O)CCC3)Cl)C=3C(NC(N(N3)C)=O)=O